NC1=NC=CC(=C1)CCC1=CN=C(S1)NC(=O)NC=1N(N=C(C1)C(C)(C)C)C1=CC=C(C=C1)Cl 1-{5-[2-(2-Amino-pyridin-4-yl)-ethyl]-thiazol-2-yl}-3-[5-tert-butyl-2-(4-chloro-phenyl)-2H-pyrazol-3-yl]-urea